(3S,4R)-4-((7-(5-(2,2-difluoroethyl)-4-isopropylpyridin-2-yl)pyrrolo[2,1-f][1,2,4]triazin-2-yl)amino)tetrahydro-2H-pyran-3-ol FC(CC=1C(=CC(=NC1)C1=CC=C2C=NC(=NN21)N[C@H]2[C@@H](COCC2)O)C(C)C)F